O[C@@H]1CN(C[C@H]1O)C1=C(C=C2C(C(=CN(C2=N1)C1=C(C=C(C=C1F)F)F)C(=O)N[C@@H](C)C1=CC=CC=C1)=O)F 7-[(3R,4R)-3,4-dihydroxypyrrolidin-1-yl]-6-fluoro-4-oxo-N-[(1S)-1-phenylethyl]-1-(2,4,6-trifluorophenyl)-1,4-dihydro-1,8-naphthyridine-3-carboxamide